BrC=1C(=C(C=CC1)NC(=O)C1=NC=C(C=C1F)CNCCO)Cl N-(3-bromo-2-chloro-phenyl)-3-fluoro-5-[(2-hydroxyethylamino)methyl]pyridine-2-carboxamide